N-(3-methyl-4-{[1,2,4]triazolo[1,5-a]pyridin-7-ylmethyl}phenyl)-6-[(2S)-2-methylpiperazin-1-yl]pyrido[3,2-d]pyrimidin-4-amine CC=1C=C(C=CC1CC1=CC=2N(C=C1)N=CN2)NC=2C1=C(N=CN2)C=CC(=N1)N1[C@H](CNCC1)C